C1(CC1)C1=NN=C2N1C=CC(=C2OC)C=2C=C(C=CC2F)C=2C1=C(N=NC2)N(C=N1)C(C)C 4-(3-(3-Cyclopropyl-8-methoxy-[1,2,4]triazolo[4,3-a]pyridin-7-yl)-4-fluorophenyl)-7-isopropyl-7H-imidazo[4,5-c]pyridazine